1-(2-(4-(9-benzyl-6-(1-methylcyclopropoxy)-9H-purin-8-yl)-3-chlorophenoxy)ethyl)-1,4-diazepan-5-one C(C1=CC=CC=C1)N1C2=NC=NC(=C2N=C1C1=C(C=C(OCCN2CCNC(CC2)=O)C=C1)Cl)OC1(CC1)C